6-iodo-3-((8-methoxy-2-(6-methoxy-2-methylpyridin-3-yl)-2,3-dihydrobenzo[b][1,4]dioxin-6-yl)methyl)-3H-imidazo[4,5-b]pyridine IC=1C=C2C(=NC1)N(C=N2)CC2=CC1=C(OC(CO1)C=1C(=NC(=CC1)OC)C)C(=C2)OC